4-((1H-1,2,4-triazol-1-yl)methyl)-1-(3,3-diphenylpropyl)-1H-1,2,3-triazole N1(N=CN=C1)CC=1N=NN(C1)CCC(C1=CC=CC=C1)C1=CC=CC=C1